O=C(C[C@@H](C(=O)OC)NC(C1=CC=CC=C1)(C1=CC=CC=C1)C1=CC=CC=C1)\C=C\C Methyl (S,E)-4-oxo-2-(tritylamino)hept-5-enoate